N1NC=CC1=S 3-pyrazolin-5-thion